FC1=C(C(=CC(=C1)C1=NC(=CN=C1)OC(C)C)F)N1CC(CC1)CC(=O)OCC Ethyl {1-[2,6-difluoro-4-(6-isopropoxy-pyrazin-2-yl)-phenyl]-pyrrolidin-3-yl}-acetate